Cl.N1C=CC2=CC=C(C=C12)C=O (6-indolyl)methanone hydrochloride